N1=C(C=CC=C1)CN(CCN)CC1=NC=CC=C1 N',N'-bis(2-pyridylmethyl)ethane-1,2-diamine